CC=1N=NC=C(C1[C@@H](C)OC=1C=C2C(=NNC2=CC1OC)C=1C=C(C(=NC1)N1CC2(COC2)C1)C)C (R)-6-(5-(5-(1-(3,5-dimethylpyridazin-4-yl)ethoxy)-6-methoxy-1H-indazol-3-yl)-3-methylpyridin-2-yl)-2-oxa-6-azaspiro[3.3]heptane